O=C(CO\N=C/1\[C@H](CCC1)NC1=C(C(N(N=C1)COCC[Si](C)(C)C)=O)C(F)(F)F)N1CCN(CC1)C1=NC=C(C=N1)C(F)(F)F (S,E)-5-((2-((2-oxo-2-(4-(5-(trifluoromethyl)pyrimidin-2-yl)piperazin-1-yl)ethoxy)imino)cyclopentyl)amino)-4-(trifluoromethyl)-2-((2-(trimethylsilyl)ethoxy)methyl)pyridazin-3(2H)-one